N-(3-(1H-imidazol-4-yl)propyl)-4-(4-(tert-butyl)phenyl)-1H-indazol-3-amine N1C=NC(=C1)CCCNC1=NNC2=CC=CC(=C12)C1=CC=C(C=C1)C(C)(C)C